NCC(=O)N[C@H](CNC(=O)[C@]1([C@@H](CC[C@H](C1)C)C(C)C)O)C1=CC=CC=C1 (1S,2S,5r)-N-((S)-2-(2-aminoacetamido)-2-phenylethyl)-1-hydroxy-2-isopropyl-5-methylcyclohexane-1-carboxamide